COC(=O)[C@H]1N(C[C@@H](CC1)NOCC1=CC=CC=C1)C(=O)OC(C)(C)C (2S,5R)-1-(tert-butyloxycarbonyl)-5-(phenylmethyloxyamino)-piperidine-2-carboxylic acid methyl ester